FC1=C(C=C(C=C1)F)C1=CN=C(N1)C1N(CCCC1)C(C(C)SC)=O 1-(2-(5-(2,5-difluorophenyl)-1H-imidazol-2-yl)piperidin-1-yl)-2-(methylthio)propan-1-one